C(C)(=O)NC1C(C=C(C2C1OC(O2)(C)C)C(=O)[O-])=NO 7-acetylamino-6-hydroxyimino-2,2-dimethyl-3a,6,7,7a-tetrahydro-benzo[1,3]dioxole-4-carboxylate